(Z)-7-((1R,2S,3R,4R)-4-((S)-(3,4-difluorophenyl)(hydroxy)methyl)-2,3-dihydroxycyclopentyl)-1,7-dihydro-4H-pyrrolo[2,3-d]pyrimidin-4-one oxime FC=1C=C(C=CC1F)[C@H]([C@@H]1[C@H]([C@H]([C@@H](C1)N1C=CC/2=C1NC=N\C2=N/O)O)O)O